ClC=1C(=NC(=NC1)NC1=C(C=C(C=C1)N1CCC(CC1)N1CCN(CC1)C)OC)NC1=CC=C(C=C1)[N+](=O)[O-] 5-chloro-N2-(2-methoxy-4-(4-(4-methylpiperazin-1-yl)piperidin-1-yl)phenyl)-N4-(4-nitrophenyl)pyrimidine-2,4-diamine